methyl perfluorovalerate FC(C(=O)OC)(C(C(C(F)(F)F)(F)F)(F)F)F